OC(CC(=O)[O-])C(CC)O 3-hydroxy-4-hydroxy-hexanoate